N-(1-(2-methoxyethyl)aziridine-2-carbonyl)-N-methylglycine COCCN1C(C1)C(=O)N(CC(=O)O)C